CN1C(=NC2=C1C=CC(=C2)NC(C=C)=O)N2C[C@@H](CCC2)NC2=NC=C(C=N2)C(F)(F)F (R)-N-(1-methyl-2-(3-((5-(trifluoromethyl)pyrimidin-2-yl)amino)piperidin-1-yl)-1H-benzo[d]imidazol-5-yl)acrylamide